(E)-N-((1-(4-(Dimethylamino)phenyl)piperidin-4-yl)methyl)-4-hydroxy-N-(6-(2-(oxazol-2-yl)vinyl)pyridin-2-yl)cyclohexanecarboxamide CN(C1=CC=C(C=C1)N1CCC(CC1)CN(C(=O)C1CCC(CC1)O)C1=NC(=CC=C1)\C=C\C=1OC=CN1)C